5-ethylsulfonyl-N-methyl-6-[3-methyl-6-(trifluoromethyl)imidazo[4,5-C]pyridin-2-yl]pyridin-2-amine C(C)S(=O)(=O)C=1C=CC(=NC1C1=NC2=C(C=NC(=C2)C(F)(F)F)N1C)NC